FC=1C=C(CC2=NC=CC(=C2)N2N=C3C(C(NCC3)=O)=C2)C=C(C1)C(F)(F)F 2-(2-(3-fluoro-5-(trifluoromethyl)benzyl)pyridin-4-yl)-2,5,6,7-tetrahydro-4H-pyrazolo[4,3-c]pyridin-4-one